benzo[d]imidazole-5-carbonitrile N1=CNC2=C1C=CC(=C2)C#N